C(C)(C)(C)OC(=O)N1[C@H](C=CC1)CO (R)-2-(hydroxymethyl)-2,5-dihydro-1H-pyrrole-1-carboxylic acid tert-butyl ester